O=C1NC2=CC=C(C=C2C=C1)S(=O)(=O)NC=1SC=NN1 oxo-N-(1,3,4-thiadiazol-2-yl)-1,2-dihydroquinoline-6-sulfonamide